3-(2-fluoro-5-methylphenyl)propynoic acid FC1=C(C=C(C=C1)C)C#CC(=O)O